C(C)(C)(C)C=1C=C(C=C(C1)OC1=CC=CC=2OC3=C(C21)C=CC=C3)NC3=CC=CC=2OC1=C(C23)C=CC=C1 N-(3-(tert-butyl)-5-(dibenzo[b,d]furan-1-yloxy)phenyl)dibenzo[b,d]furan-1-amine